C1(CCCCC1)C(=O)OCC([C@H](C[C@H]1C(NCC1)=O)NC([C@@H](NC(=O)C=1NC2=CC=CC(=C2C1)OC)CC(C)C)=O)=O (3S)-3-({N-[(4-methoxy-1H-indol-2-yl) carbonyl]-L-leucyl}amino)-2-oxo-4-[(3S)-2-oxopyrrolidin-3-yl]butyl cyclohexanecarboxylate